C(C)ONC(C1=CN=C(C=C1NC1=C(C(=CC(=C1)F)C1=NC=C(C=N1)F)OC)NC=1C(=NC(=CC1)F)C)=O n-ethoxy-6-((6-fluoro-2-methylpyridin-3-yl)amino)-4-((5-fluoro-3-(5-fluoropyrimidin-2-yl)-2-methoxyphenyl)amino)nicotinamide